(S)-2-methyl-5-(1-methylpyrroline-2-yl)pyridine CC1=NC=C(C=C1)C=1N(CCC1)C